FC1=C(C=CC(=C1)F)[C@@H]1N(CCC2=CC=CC=C12)C(=O)NC12CC(C1)(C2)NC(OC(C)(C)C)=O tert-butyl (R)-(3-(1-(2,4-difluorophenyl)-1,2,3,4-tetrahydroisoquinoline-2-carboxamido)bicyclo[1.1.1]pentan-1-yl)carbamate